4-(3-aminoazetidin-1-yl)-6-(1-methyl-1H-pyrazol-4-yl)pyrazolo[1,5-a]pyridine-3-carbonitrile formate C(=O)O.NC1CN(C1)C=1C=2N(C=C(C1)C=1C=NN(C1)C)N=CC2C#N